((2-(((S)-1-((S)-2-(2-azaspiro[4.6]undecane-2-carbonyl)pyrrolidin-1-yl)-3,3-dimethyl-1-oxobutan-2-yl)carbamoyl)benzo[b]thiophen-5-yl)difluoromethyl)phosphonic acid C1N(CCC12CCCCCC2)C(=O)[C@H]2N(CCC2)C([C@H](C(C)(C)C)NC(=O)C2=CC1=C(S2)C=CC(=C1)C(F)(F)P(O)(O)=O)=O